ClC1=C(C(=CC(=C1)F)Cl)C1=C2C=CC=NC2=C(C=C1)C[C@@H](C(=O)O)NC(C1=C(C=CC=C1Cl)Cl)=O (S)-3-(5-(2,6-dichloro-4-fluorophenyl)quinolin-8-yl)-2-(2,6-dichlorobenzoylamino)propionic acid